C1NCCC12CCN(CC2)C2=C(C=C(C=C2)C=2C=1C(=C(SC1N1C(=NN=C1[C@@H](N2)C)C)C)C)C(C)C (9S)-7-[4-(2,8-diazaspiro[4.5]decan-8-yl)-3-isopropyl-phenyl]-4,5,9,13-tetramethyl-3-thia-1,8,11,12-tetrazatricyclo[8.3.0.02,6]trideca-2(6),4,7,10,12-pentaene